BrC1=CC=C(C=2SC(=C(C21)C#N)NC([O-])=O)F (4-Bromo-3-cyano-7-fluorobenzo[b]thiophen-2-yl)carbamate